3-ethoxy-2-((3R)-3-((1aR,3aR,3bS,5aR,6R,8aS,8bS,10aS)-10-methoxy-3a,5a-dimethylhexadecahydrocyclopenta[a]cyclopropa[2,3]cyclopenta[1,2-f]naphthalen-6-yl)butyl)pyridine C(C)OC=1C(=NC=CC1)CC[C@@H](C)[C@H]1CC[C@@H]2[C@@]1(CC[C@@H]1[C@@]3([C@@]4(C(C[C@@H]21)OC)[C@H](CC3)C4)C)C